[NH4+].[NH4+].C(CS)(=O)[O-].C(CS)(=O)[O-] Dithioglycolic acid diammonium salt